CN(C/C=C/C(=O)N1CC2(C1)CN(CC2)C2=NC=1CC(CCC1C(=C2C#N)C2=C1C=NNC1=CC=C2C)(C)C)C 2-(2-((2E)-4-(dimethylamino)-2-butenoyl)-2,6-diazaspiro[3.4]octan-6-yl)-7,7-dimethyl-4-(5-methyl-1H-indazol-4-yl)-5,6,7,8-tetrahydro-3-quinolinecarbonitrile